3-(3,4-difluorophenyl)-1-(4-(methoxycarbonyl)thiazol-2-yl)-1H-pyrazole-5-carboxylic acid FC=1C=C(C=CC1F)C1=NN(C(=C1)C(=O)O)C=1SC=C(N1)C(=O)OC